C1(CC1)COC(NC=1N=CC2=CC(=C(C=C2C1)C1=C(C2=C(OCCN2)N=C1)C)F)=O Cyclopropylmethyl-(7-fluoro-6-(8-methyl-2,3-dihydro-1H-pyrido[2,3-b][1,4]oxazin-7-yl)isochinolin-3-yl)carbamat